NC1=C(C=C(C=N1)C#CC=1C=C(C(=O)NC2=CC(=C(C=C2)CN2CCN(CC2)C)C(F)(F)F)C=CC1C)C(F)(F)F 3-((6-amino-5-(trifluoromethyl)pyridin-3-yl)ethynyl)-4-methyl-N-(4-((4-methylpiperazin-1-yl)methyl)-3-(trifluoromethyl)phenyl)benzamide